C(C)C=1C(=NC2=CC3=C(C=C2C1)OCC[C@@H]1N(C3)CCN(C1)C(=O)OC(C)(C)C)OC tert-butyl (S)-10-ethyl-11-methoxy-1,2,4,4a,5,6-hexahydro-3H,14H-pyrazino[1',2':5,6][1,5]oxazocino[2,3-g]quinoline-3-carboxylate